[(2R)-3-[2,3-difluoro-4-(4-pentylcyclohexyl)phenoxy]-2-methyl-propyl]phosphonic acid FC1=C(OC[C@H](CP(O)(O)=O)C)C=CC(=C1F)C1CCC(CC1)CCCCC